5-chloro-N-(2,4-difluoro-3-(2-iodoquinazolin-6-yl)phenyl)-2-methoxypyridine-3-sulfonamide ClC=1C=C(C(=NC1)OC)S(=O)(=O)NC1=C(C(=C(C=C1)F)C=1C=C2C=NC(=NC2=CC1)I)F